ClC=1C=C(C=CC1)C#CCCO 4-m-chlorophenyl-3-butyn-1-ol